O1NCCC=C1 dihydro-2H-1,2-oxazine